NCCCCCCCCNC1=C2C(N(C(C2=CC=C1)=O)C1C(NC(CC1)=O)=O)=O 4-((8-Aminooctyl)amino)-2-(2,6-dioxopiperidin-3-yl)isoindoline-1,3-dione